ClC1=C(N(N=C1)C)C=1C=C(C=CC1OC)NC(=O)NC1=CC(=CC=C1)C#N 1-[3-(4-Chloro-2-methyl-2H-pyrazol-3-yl)-4-methoxyphenyl]-3-(3-cyano-phenyl)-urea